3-(6-(hydroxymethyl)-1-oxoisoindolin-2-yl)piperidine-2,6-dione OCC1=CC=C2CN(C(C2=C1)=O)C1C(NC(CC1)=O)=O